N-cyclopropyl-5-fluoro-2-[3-[(trans)-2-[4-(pyrrolidin-1-ylmethyl)-2-pyridinyl]vinyl]-1-tetrahydropyran-2-yl-indazol-6-yl]sulfanyl-benzamide C1(CC1)NC(C1=C(C=CC(=C1)F)SC1=CC=C2C(=NN(C2=C1)C1OCCCC1)\C=C\C1=NC=CC(=C1)CN1CCCC1)=O